1-(6-(2-(2-fluoro-5-(trifluoromethoxy)benzyl)-2H-tetrazol-5-yl)pyridin-2-yl)-1-hydroxypropane-2-sulfonamide FC1=C(CN2N=C(N=N2)C2=CC=CC(=N2)C(C(C)S(=O)(=O)N)O)C=C(C=C1)OC(F)(F)F